tetracarboxylmanganese C(=O)(O)[Mn](C(=O)O)(C(=O)O)C(=O)O